ethyl (S)-2-(tert-butoxy)-2-(7-(4-chlorophenyl)-2-(2-ethyl-3-(1-(oxetan-3-yl)piperidin-4-yl)-2H-indazol-5-yl)-5-methylbenzo[d]thiazol-6-yl)acetate C(C)(C)(C)O[C@H](C(=O)OCC)C1=C(C2=C(N=C(S2)C2=CC3=C(N(N=C3C=C2)CC)C2CCN(CC2)C2COC2)C=C1C)C1=CC=C(C=C1)Cl